N(=C=O)CCC[Si](OCC)(OCC)OCC 3-Isocyanatopropyltriethoxy-silane